methyl (octyloxy)-3-formyl-1H-indole-1-carboxylate C(CCCCCCC)OC=1N(C2=CC=CC=C2C1C=O)C(=O)OC